C(C1=CC=CC=C1)NC1=NC(=NC(=C1)C#N)N1N=CC(=C1)C(=O)O 1-[4-(benzylamino)-6-cyanopyrimidin-2-yl]-1H-pyrazole-4-carboxylic acid